CSC=1N=CC2=C(C=3N(N(C2=O)C2=C(C=CC=C2Cl)Br)C=CN3)N1 2-methylsulfanyl-6-(2-bromo-6-chlorophenyl)imidazo[1,2-b]pyrimido[4,5-d]pyridazin-5(6H)-one